ClC1=NC=C(C(=N1)C=1C=NN(C1)C1CC1)Cl 2,5-dichloro-4-(1-cyclopropyl-1H-pyrazol-4-yl)pyrimidine